(S)-N-(4-((4-(4-Aminopyrimidin-2-yl)-1-methyl-1H-pyrazol-5-yl)oxy)butan-2-yl)-6'-chloro-3-fluoro-5-((4-fluoropiperidin-1-yl)methyl)-[2,3'-bipyridin]-4'-amine NC1=NC(=NC=C1)C=1C=NN(C1OCC[C@H](C)NC1=C(C=NC(=C1)Cl)C1=NC=C(C=C1F)CN1CCC(CC1)F)C